C(C1=CC=CC=C1)OC1=CC=2C3=C(NC2C=C1)CCNCC3 9-(benzyloxy)-1,2,3,4,5,6-hexahydroazepino[4,5-b]indole